C1CCC12CNC(C2)C(=O)N 6-azaspiro[3.4]octane-7-carboxamide